1H-pyrano[4,3-c]pyridin-4(3H)-one C1OCC(C=2C=NC=CC21)=O